C(C(=C)C)(=O)OC(CCCC)CCCC 5-nonyl methacrylate